BrC=1C(=NC=2N(C1)N(C(C2C2=CC=CC=C2)C2=CC=CC=C2)COCC[Si](C)(C)C)C 6-bromo-5-methyl-2,3-diphenyl-1-((2-(trimethylsilyl)ethoxy)methyl)pyrazolo[1,5-a]Pyrimidin